methyl p-(mercaptomethyl)benzoate SCC1=CC=C(C(=O)OC)C=C1